BrC1=CC=C(C(=N1)NC(=O)[C@H]1N([C@@H]2C[C@@H]2C1)C(=O)OC(C)(C)C)F (1R,3S,5R)-tert-butyl 3-((6-bromo-3-fluoropyridin-2-yl)carbamoyl)-2-azabicyclo[3.1.0]hexane-2-carboxylate